1-[3-[(5-bromo-3-methylpyrazin-2-yl)oxy]pyrrolidin-1-yl]ethanone BrC=1N=C(C(=NC1)OC1CN(CC1)C(C)=O)C